C(C1=CC=CC=C1)NC(=O)C=1C=C(C=NC1)C1=CC(=NC=C1)C=1NC(=C(N1)C)C N-Benzyl-2'-(4,5-dimethyl-1H-imidazol-2-yl)-3,4'-bipyridine-5-carboxamide